CNC(C1=NC=C(C=C1)N1CCN(CC1)C1CNCC1)=O N-methyl-5-(4-(pyrrolidin-3-yl)piperazin-1-yl)picolinamide